P(=O)(O)(O)O.OC(C[Na])C 2-hydroxypropyl-sodium phosphate